2-(2,5-dioxo-2,5-dihydro-1H-pyrrol-1-yl)ethyl (4-nitrophenyl) carbonate C(OCCN1C(C=CC1=O)=O)(OC1=CC=C(C=C1)[N+](=O)[O-])=O